C(#CC#CCC)C1=CC=C(C(=O)C2=CC=CC=C2)C=C1 4-hexadiynylbenzophenone